3-methylbut-3-enyl docosanoate C(CCCCCCCCCCCCCCCCCCCCC)(=O)OCCC(=C)C